divinyl-tetrakis(trimethylsiloxy)disiloxane iridium ruthenium tin titanium [Ti].[Sn].[Ru].[Ir].C(=C)[Si](O[Si](O[Si](C)(C)C)(O[Si](C)(C)C)O[Si](C)(C)C)(O[Si](C)(C)C)C=C